C(C)(C)(C)C1N=C(C2=CC=CC(=C2C1)\C=C\C(=O)OCC)C tert-butyl-(E)-5-(3-ethoxy-3-oxoprop-1-en-1-yl)-1-methyl-3,4-dihydroisoquinoline